FC1=C(C(=CC(=C1)NCCNCCO)F)N1C=2C=C(C=NC2C=2C=C(C=NC2N(C1=O)CC)F)C#N 8-[2,6-difluoro-4-({2-[(2-hydroxyethyl)amino]ethyl}amino)phenyl]-10-ethyl-14-fluoro-9-oxo-3,8,10,12-tetraazatricyclo[9.4.0.02,7]pentadeca-1(11),2(7),3,5,12,14-hexaene-5-carbonitrile